C(#N)COC=1C=C(C=CC1NCC#CC=1N(C2=CC=CC(=C2C1)NC1CCC(CC1)N1CC2(C1)CCOCC2)CC(F)(F)F)S(=O)(=O)N 3-(cyanomethoxy)-4-{[3-(4-{[(1S,4S)-4-{7-oxa-2-azaspiro[3.5]nonan-2-yl}cyclohexyl]amino}-1-(2,2,2-trifluoroethyl)-1H-indol-2-yl)prop-2-yn-1-yl]amino}benzene-1-sulfonamide